3,4-bis[oleoyl]-benzamide C(CCCCCCC\C=C/CCCCCCCC)(=O)C=1C=C(C(=O)N)C=CC1C(CCCCCCC\C=C/CCCCCCCC)=O